5-(2-(((3R,4R)-3-fluoro-1-((1-methyl-1H-pyrazol-4-yl)sulfonyl)piperidin-4-yl)amino)-5-(trifluoromethyl)pyrimidin-4-yl)-2-(2-hydroxypropan-2-yl)thiophene-3-carbonitrile F[C@@H]1CN(CC[C@H]1NC1=NC=C(C(=N1)C1=CC(=C(S1)C(C)(C)O)C#N)C(F)(F)F)S(=O)(=O)C=1C=NN(C1)C